diformyl-N,N'-dimethylethylenediamine C(=O)N(CCN(C)C=O)C